FC(S(=O)(=O)OC1=C(C2=CC=C(C=C2C=C1)F)O[Si](C)(C)C(C)(C)C)(F)F ((tert-butyldimethylsilyl) oxy)-6-fluoronaphthalen-2-yl trifluoromethanesulfonate